6-[2-(1-tert-butoxycarbonyl-4-piperidinyl)-4-fluoro-1,3-benzothiazol-6-yl]-2-methyl-imidazo[1,2-b]pyridazine-8-carboxylic acid C(C)(C)(C)OC(=O)N1CCC(CC1)C=1SC2=C(N1)C(=CC(=C2)C=2C=C(C=1N(N2)C=C(N1)C)C(=O)O)F